CP(=O)(C)C=1C=CC(=NC1)F 5-dimethylphosphoryl-2-fluoro-pyridine